OC=1C=C(C(=C(/C=C/C2=CC(=C(C=C2)NS(=O)(=O)C)OC)C1)CC=C(C)C)OC (E)-N-(4-(5-hydroxy-3-methoxy-2-(3-methylbut-2-en-1-yl)styryl)-2-methoxyphenyl)methanesulfonamide